8-[(2s,5r)-4-[(4-chlorophenyl)(3-fluoropyridin-2-yl)methyl]-2,5-dimethylpiperazin-1-yl]-5-methyl-6-oxo-5,6-dihydro-1,5-naphthyridine-2-carbonitrile ClC1=CC=C(C=C1)C(N1C[C@@H](N(C[C@H]1C)C1=CC(N(C=2C=CC(=NC12)C#N)C)=O)C)C1=NC=CC=C1F